(3bS,4aR)-3-(difluoromethyl)-5,5-difluoro-3b,4,4a,5-tetrahydro-1H-cyclopropa[3,4]cyclopenta[1,2-c]pyrazol FC(C=1C2=C(NN1)C([C@H]1[C@@H]2C1)(F)F)F